NC1=CC2=C(N=C(N2)SC)C=C1 5-amino-2-(methylthio)-benzimidazole